C(CCC)S(=O)(=O)N[C@@H](CC1=CC=C(C=C1)OC1=CC=NC=C1)C(=O)O N-(butylsulfonyl)-O-(4-pyridyl)-L-tyrosine